OCCS(=O)(=O)C1=CC=C(C=C1)S(=O)(=O)C1=CC=C(S1)CNC(OC(C)(C)C)=O tert-butyl ((5-((4-((2-hydroxyethyl)sulfonyl)phenyl)sulfonyl)thiophen-2-yl)methyl)carbamate